COC=1C=C(C=NC1OC)C(C)NC(\C=C\C1=CNC2=NC=C(C=C21)C=2C=NN(C2)C)=O (E)-N-(1-(5,6-dimethoxypyridin-3-yl)ethyl)-3-(5-(1-methyl-1H-pyrazol-4-yl)-1H-pyrrolo[2,3-b]pyridin-3-yl)acrylamide